O[C@@H]1CC=2C(=NC=C(C2)C(=O)O)OC1(C)C (3R)-3-hydroxy-2,2-dimethyl-3,4-dihydropyrano[2,3-b]pyridine-6-carboxylic acid